ClC=1C=C(C=C(C1)NS(=O)(=O)C)NC(=O)C=1SC(=C(C1)C1=NC=C(C=N1)OCC)C N-(3-chloro-5-(methylsulfonamido)phenyl)-4-(5-ethoxypyrimidin-2-yl)-5-methylthiophene-2-carboxamide